2-phenyl-5-(2-methylphenyl)oxazole C1(=CC=CC=C1)C=1OC(=CN1)C1=C(C=CC=C1)C